C(CC)C1=C(C=C(O)C=C1)O 4-propylresorcinol